2-(4-((9H-Carbazole-9-yl)methyl)-1H-1,2,3-triazole-1-yl)-1-(4-nitrophenyl)ethan-1-one C1=CC=CC=2C3=CC=CC=C3N(C12)CC=1N=NN(C1)CC(=O)C1=CC=C(C=C1)[N+](=O)[O-]